(S)-4-hydroxy-2-pyrrolidone O[C@H]1CC(NC1)=O